N[C@@H](C)C(=O)OC(C(=O)O)C(=O)O dicarboxymethyl alaninate